Cl.O=S1(N=C(C2=C1C=CC=C2)N(\N=C\C2=CC(=C(C=C2)O)OC)CCN2CCOCC2)=O 4-[(E)-[(1,1-dioxo-1,2-benzothiazol-3-yl)-(2-morpholinoethyl)hydrazono]methyl]-2-methoxyphenol hydrochloride